5-chloro-N-[(1S)-3-(cyclopropylamino)-1-[[(3S,5R)-5-methyl-2-oxo-pyrrolidin-3-yl]methyl]-2,3-dioxo-propyl]-2-[[3-(trifluoromethyl)benzoyl]amino]benzamide ClC=1C=CC(=C(C(=O)N[C@H](C(C(=O)NC2CC2)=O)C[C@H]2C(N[C@@H](C2)C)=O)C1)NC(C1=CC(=CC=C1)C(F)(F)F)=O